N1=CC=C2N1C=CC(=C2)C2=CNC=1N=C(N=CC12)N[C@H](C(F)(F)F)C (S)-5-(pyrazolo[1,5-a]pyridin-5-yl)-N-(1,1,1-trifluoropropan-2-yl)-7H-pyrrolo[2,3-d]pyrimidin-2-amine